NC1=CC(=C2N(CCCCCCC(C3=NN=C(C1=N2)O3)(O)C(F)(F)F)C)S(=O)(=O)C 17-Amino-13-methyl-15-methylsulfonyl-6-(trifluoromethyl)-19-oxa-3,4,13,18-tetrazatricyclo[12.3.1.12,5]nonadeca-1(18),2,4,14,16-pentaen-6-ol